COC1=CC2=C(C3NC(N(C(O2)(C3)C)C=3C=C(C(=O)O)C=CC3)=O)C=C1 3-(9-methoxy-2-methyl-4-oxo-5,6-dihydro-2H-2,6-methanobenzo[g][1,3,5]oxadiazocine-3(4H)-yl)benzoic acid